[N+](=O)([O-])C(C)(C)[C@@H]1C(C2=CC=CC=C2CC1)=O |r| (±)-2-(2-nitro-2-propyl)-3,4-dihydronaphthalen-1(2H)-one